BrC1=C(C(=CC=C1)C1CC1)C 1-Bromo-3-cyclopropyl-2-methylbenzene